3-(2-cyanoprop-2-yl)-N-(4-methyl-3-(2-(methylamino)-8,9-dihydroimidazo[1',2':1,6]pyrido[2,3-d]pyrimidin-6-yl)phenyl)benzamide C(#N)C(C)(C)C=1C=C(C(=O)NC2=CC(=C(C=C2)C)C2=CC3=C(N=C(N=C3)NC)N3C2=NCC3)C=CC1